2-(5-fluoro-2-(4-(4-hydroxypiperidin-1-yl)-3-(1-(2,2,2-trifluoroethyl)-1H-indazole-3-carboxamido)benzamido)phenyl)acetic acid FC=1C=CC(=C(C1)CC(=O)O)NC(C1=CC(=C(C=C1)N1CCC(CC1)O)NC(=O)C1=NN(C2=CC=CC=C12)CC(F)(F)F)=O